2-((6-((5-cyclopropyl-3-(2,6-dichlorophenyl)isoxazol-4-yl)methoxy)naphthalen-1-yl)oxy)isonicotinic acid C1(CC1)C1=C(C(=NO1)C1=C(C=CC=C1Cl)Cl)COC=1C=C2C=CC=C(C2=CC1)OC=1C=C(C(=O)O)C=CN1